N-Imidazo[1,2-a]pyridin-7-yl-2-oxo-2-[(2R,5S)-5-methyl-2-[2-(1-methyl-4-piperidyl)-7-quinolyl]-1-piperidyl]acetamide N=1C=CN2C1C=C(C=C2)NC(C(N2[C@H](CC[C@@H](C2)C)C2=CC=C1C=CC(=NC1=C2)C2CCN(CC2)C)=O)=O